FC(CNC(OC(C)(C)C)=O)COCCOCCOC(CO)C Tert-butyl N-[2-fluoro-3-[2-[2-(2-hydroxy-1-methyl-ethoxy)ethoxy]ethoxy]propyl]carbamate